4-((7-bromo-4-chloroquinazolin-6-yl)oxy)piperidine-1-carboxylic acid benzyl ester C(C1=CC=CC=C1)OC(=O)N1CCC(CC1)OC=1C=C2C(=NC=NC2=CC1Br)Cl